methyl (R)-6-(2-(chloromethyl) allyl)-5-azaspiro[2.4]heptane-6-carboxylate ClCC(C[C@@]1(NCC2(CC2)C1)C(=O)OC)=C